C[Si](CCOCN1N=CC=CC1=O)(C)C 2-((2-trimethylsilylethoxy)methyl)pyridazin-3(2H)-one